(R)-3,4-dichloro-6,7,7a,8,10,11-hexahydro-9H-pyrazino[1,2-d]pyrido[3,2-b][1,4]oxazepin ClC1=C(C=2OCC[C@H]3N(C2N=C1)CCNC3)Cl